BrC=1C=C2C=C(C(=NC2=CC1)OC)CC1=CC(=CC=C1)F 6-bromo-3-(3-fluorobenzyl)-2-methoxyquinoline